tert-Butyl (±)-trans-4-phenyl-3-(quinolin-5-ylcarbamoyl)pyrrolidine-1-carboxylate C1(=CC=CC=C1)[C@H]1[C@@H](CN(C1)C(=O)OC(C)(C)C)C(NC1=C2C=CC=NC2=CC=C1)=O |r|